tert-butyl 4-(hydroxymethyl)-2-azabicyclo[2.1.1]hexane-2-carboxylate OCC12CN(C(C1)C2)C(=O)OC(C)(C)C